methyl 2-amino-5-fluoro-4-(tri-fluoromethoxy)-benzoate NC1=C(C(=O)OC)C=C(C(=C1)OC(F)(F)F)F